ClC1=NC=C(C=C1N)N 2-chloro-3,5-diaminopyridine